FC(C1N(CC=C(C1)OS(=O)(=O)C(F)(F)F)C(=O)OC(C)(C)C)(F)F tert-butyl 2-(trifluoromethyl)-4-(trifluoromethylsulfonyloxy)-3,6-dihydro-2H-pyridine-1-carboxylate